S1C(=CC2=C1C=CC=C2)CC(=O)[O-] benzothiophene-acetate